Methyl (2R)-2-bromo-3-cyclopropyl-propanoate Br[C@@H](C(=O)OC)CC1CC1